N-(4-(4-amino-7-methyl-7H-pyrrolo[2,3-d]pyrimidin-5-yl)-3-methylphenyl)-2-(2-ethylphenyl)acetamide NC=1C2=C(N=CN1)N(C=C2C2=C(C=C(C=C2)NC(CC2=C(C=CC=C2)CC)=O)C)C